2-Ethyl-6,6-dimethyl-2-cyclohexene-1-carboxylate C(C)C=1C(C(CCC1)(C)C)C(=O)[O-]